C(C1=CC=CC=C1)OC=1C=CC(=NC1)C1=CC=CC2=C1OC(CO2)C[NH-] [8-(5-benzyloxy-pyridin-2-yl)-2,3-dihydro-benzo[1,4]dioxin-2-ylmethyl]-amid